(1s,3s)-1-(5-bromopyrimidin-2-yl)-3-hydroxy-3-methylcyclobutane-1-carbonitrile BrC=1C=NC(=NC1)C1(CC(C1)(C)O)C#N